2-(4-(4-fluorophenyl)-1-isopropyl-1H-imidazol-5-yl)-N-(7-methyl-5,6,7,8-tetrahydro-1,7-naphthyridin-2-yl)thiazole-4-carboxamide FC1=CC=C(C=C1)C=1N=CN(C1C=1SC=C(N1)C(=O)NC1=NC=2CN(CCC2C=C1)C)C(C)C